2-benzyl-1,2,3,4,4a,5,8,8a-octahydro-1,4:5,8-dimethanonaphthalene C(C1=CC=CC=C1)C1C2C3C4C=CC(C3C(C1)C2)C4